FC=1C(=C(C=CC1F)[C@@H]1[C@H](O[C@]([C@@H]1C)(C(F)(F)F)C)C(=O)NC1=CC([N+](C=C1)=O)C(=O)N)OCCCCCCCCCCCCCC 4-[[(2S,3r,4r,5r)-3-[3,4-difluoro-2-(tridecylmethoxy)phenyl]-4,5-dimethyl-5-(trifluoromethyl)tetrahydrofuran-2-carbonyl]amino]-1-oxo-pyridin-1-ium-2-carboxamide